COC=1C=C(C2=CC=C(C=C2C1)C)N1CC=2N=C(N=C(C2CC1)N1CCN(CC1)C(C=C)=O)OCCCN1CCOCC1 1-[4-[7-(3-methoxy-6-methyl-1-naphthyl)-2-(3-morpholinopropoxy)-6,8-dihydro-5H-pyrido[3,4-d]pyrimidin-4-yl]piperazin-1-yl]prop-2-en-1-one